C(=O)(O)CCP(=O)(O)C1=CC=CC=C1.N1=C(N)N=C(N)N=C1N melamine 2-carboxyethylphenyl-hypophosphite